CSCC[C@@H](C(=O)N[C@@H](CCSC)C(=O)O)N The molecule is a dipeptide formed from two L-methionine residues. It has a role as a Mycoplasma genitalium metabolite. It derives from a L-methionine.